3-((6-((2-(1-(Cyclopropylsulfonyl)-1H-pyrazol-4-yl)pyrimidin-4-yl)amino)-4-(((1s,4s)-4-hydroxycyclohexyl)amino)pyridin-3-yl)ethynyl)tetrahydrofuran-3-ol C1(CC1)S(=O)(=O)N1N=CC(=C1)C1=NC=CC(=N1)NC1=CC(=C(C=N1)C#CC1(COCC1)O)NC1CCC(CC1)O